tert-Butyl (4-amino-3-(4,4-dimethylpiperidin-1-yl)phenyl)(4-(dimethylamino)butyl)carbamate NC1=C(C=C(C=C1)N(C(OC(C)(C)C)=O)CCCCN(C)C)N1CCC(CC1)(C)C